1-(hexylphenyl)urea C(CCCCC)C1=C(C=CC=C1)NC(=O)N